FC1(CC(C1)CC1=C(C(=C2C=NC(=NN21)N[C@H]2[C@@H](COCC2)O)F)C#N)F 7-((3,3-difluorocyclobutyl)methyl)-5-fluoro-2-(((3S,4R)-3-hydroxytetrahydro-2H-pyran-4-yl)amino)pyrrolo[2,1-f][1,2,4]triazine-6-carbonitrile